C(CCCCCCCCCCCCCCC)(=O)OCCOCCCCCCCCCCCCCCCCCC Hexadecanoic acid, 2-(octadecyloxy)ethyl ester